ClC1=CC=C(C(=C1O)F)OC1=NC(=NC=C1)C1=CC=C(C=C1)N1CCOCC1 6-chloro-2-fluoro-3-((2-(4-morpholinophenyl)pyrimidin-4-yl)oxy)phenol